N'-acetyl-4-amino-N-(2-fluoro-4-(1-(trifluoromethyl)-1H-pyrazol-4-yl)benzyl)-N',1-dimethyl-1H-pyrazolo[4,3-c]quinoline-8-carbohydrazide C(C)(=O)N(N(C(=O)C1=CC=2C3=C(C(=NC2C=C1)N)C=NN3C)CC3=C(C=C(C=C3)C=3C=NN(C3)C(F)(F)F)F)C